[Si](C1=CC=CC=C1)(C1=CC=CC=C1)(C(C)(C)C)O[C@]([C@@H](C)NC1=C(C(=C(C=C1)F)F)OC)(C(F)(F)F)C N-((2R,3R)-3-((tert-butyldiphenylsilyl)oxy)-4,4,4-trifluoro-3-methylbutan-2-yl)-3,4-difluoro-2-methoxyaniline